((1-(cyclopropylamino)cyclobutyl)methyl)-4-((2-fluorophenyl)ethynyl)benzamide C1(CC1)NC1(CCC1)CC1=C(C(=O)N)C=CC(=C1)C#CC1=C(C=CC=C1)F